FC1=C2C=C(NC2=CC=C1OC1=C(C=NC2=CC(=C(C=C12)OC)OCC1CC(C1)O)C#N)C 4-(4-fluoro-2-methyl-1H-indol-5-yloxy)-7-((3-hydroxycyclobutyl)methoxy)-3-cyano-6-methoxyquinoline